N[C@@H](CCSC)C(=O)O.[Zn] zinc methionine